1-[(6-{6,6-Difluoro-3-azabicyclo[3.1.0]hex-3-yl}-2-(1-hydroxyethyl)pyridin-3-yl)methyl]-N-[(4R)-1-methyl-1H,4H,5H,6H-cyclopenta[d]imidazol-4-yl]-1H-1,2,3-triazole-4-carboxamide FC1(C2CN(CC12)C1=CC=C(C(=N1)C(C)O)CN1N=NC(=C1)C(=O)N[C@@H]1CCC=2N(C=NC21)C)F